3-methyl-5-(N-(4-bromobenzyl)-N-phenethylsulfamoyl)benzofuran-2-carboxylic acid ethyl ester C(C)OC(=O)C=1OC2=C(C1C)C=C(C=C2)S(N(CCC2=CC=CC=C2)CC2=CC=C(C=C2)Br)(=O)=O